C1(=CC(=CC=C1)C1=NC2=C3N=C(C=CC3=CC=C2C=C1)C1=CC=CC=C1)C1=CC(=CC=C1)C1=NC2=C3N=C(C=CC3=CC=C2C=C1)C1=CC=CC=C1 2,2'-biphenyl-3,3'-diylbis(9-phenyl-1,10-phenanthroline)